C(=C)OCC(C(=O)OC1CCCCC1)=C cyclohexyl α-vinyloxymethylacrylate